(1R,2S,5S)-3-((R)-2-Cyclohexylpropanoyl)-6,6-dimethyl-N-((S)-1-oxo-3-((S)-2-oxopyrrolidin-3-yl)propan-2-yl)-3-azabicyclo[3.1.0]hexane-2-carboxamide C1(CCCCC1)[C@H](C(=O)N1[C@@H]([C@H]2C([C@H]2C1)(C)C)C(=O)N[C@H](C=O)C[C@H]1C(NCC1)=O)C